5-[(1R)-1-(3,5-dichloro-4-pyridyl)ethoxy]-3-[5-fluoro-6-[(2S,3R)-2-methyl-3-(methylsulfonylmethyl)azetidin-1-yl]-3-pyridyl]-1-tetrahydropyran-2-yl-indazole ClC=1C=NC=C(C1[C@@H](C)OC=1C=C2C(=NN(C2=CC1)C1OCCCC1)C=1C=NC(=C(C1)F)N1[C@H]([C@@H](C1)CS(=O)(=O)C)C)Cl